C(=O)(O)CCC(=S)SC(CCC(=O)O)(C)C#N 4-[(2-carboxyethylthiocarbonyl)thio]-4-cyanovaleric acid